4-(pent-2-yl)-1-phospha-2,6,7-trioxabicyclo(2.2.2)octane CC(CCC)C12COP(OC1)OC2